C(C([2H])([2H])[2H])(N1C(N(C2=NC(=NC=C12)NC=1C(=C(C(=O)N)C=C(C1)C)F)C1CCOCC1)=O)([2H])[2H] ((7-(ethyl-d5)-8-oxo-9-(tetrahydro-2H-pyran-4-yl)-8,9-dihydro-7H-purin-2-yl)amino)-2-fluoro-5-methylbenzamide